2-bromo-5-(3,3-difluorocyclobutoxy)-1,3,4-thiadiazole BrC=1SC(=NN1)OC1CC(C1)(F)F